CN(C1=CC=C(C(=O)N2CC3=C(CC2)SC(=C3C)C(=O)OCC)C=C1)C ethyl 5-(4-(dimethylamino) benzoyl)-3-methyl-4,5,6,7-tetrahydrothieno[3,2-c]pyridine-2-carboxylate